N-(1,2,4-thiadiazol-5-yl)-6-(5-(4-(trifluoromethyl)phenyl)-3,4-dihydroisoquinolin-2(1H)-yl)pyridine-2-sulfonamide S1N=CN=C1NS(=O)(=O)C1=NC(=CC=C1)N1CC2=CC=CC(=C2CC1)C1=CC=C(C=C1)C(F)(F)F